O1C(=CC=C1)C(C)O 1-(Furan-2-yl)-1-ethanol